N-[3-[2,5-bis(difluoromethoxy)phenyl]-1-[[2-[1-[3-(dimethylamino)-2-fluoro-propyl]azetidin-3-yl]tetrazol-5-yl]methyl]pyrazol-4-yl]pyrazolo[1,5-a]pyrimidine-3-carboxamide FC(OC1=C(C=C(C=C1)OC(F)F)C1=NN(C=C1NC(=O)C=1C=NN2C1N=CC=C2)CC=2N=NN(N2)C2CN(C2)CC(CN(C)C)F)F